(2R,3R,4S)-pentane-1,2,3,4,5-pentayl pentakis(3-hydroxybutanoate) OC(CC(=O)OC[C@H](C([C@H](COC(CC(C)O)=O)OC(CC(C)O)=O)OC(CC(C)O)=O)OC(CC(C)O)=O)C